ClC1=C(C=CC=C1)N1NC=2C(=C(N(C(C2)=O)CC=2C=NC(=CC2)OC)C)C1=O 2-(2-chlorophenyl)-5-[(6-methoxypyridin-3-yl)methyl]-4-methyl-1H-pyrazolo[4,3-c]pyridine-3,6(2H,5H)-dione